C(CC)C(C(=O)[O-])(CCCCCCC)CCC 2,2-dipropylnonanoat